C(=C)C1=C[CH-]C=C1.[CH-]1C=CC=C1.[Fe+2] 3-vinyl-ferrocene